3-chloro-5-methyl-1-(methyl-d3)-1H-pyrazole ClC1=NN(C(=C1)C)C([2H])([2H])[2H]